ClC(C(=O)C1=CNC=2C1=NC(=CC2C)OCCC2=CC=C(C=C2)C(F)(F)F)(Cl)Cl 2,2,2-Trichloro-1-(7-methyl-5-{2-[4-(trifluoromethyl)phenyl]ethoxy}-1H-pyrrolo[3,2-b]pyridin-3-yl)ethanone